ClC=1C=C(C=CC1N1CCN(CC1)C)NC=1N=CC2=C(N1)N(C(C(=C2C)C2=C(C=CC=C2)Cl)=O)[C@@H]2CN(CCC2)CCC (S)-2-((3-chloro-4-(4-methylpiperazin-1-yl)phenyl)amino)-6-(2-chlorophenyl)-5-methyl-8-(1-propylpiperidin-3-yl)pyrido[2,3-d]pyrimidin-7(8H)-one